3-(4-(3-(1H-1,2,4-Triazol-1-yl)piperidin-1-yl)pyrimidin-2-yl)-6-(trifluoromethyl)imidazo[1,2-a]pyrazine N1(N=CN=C1)C1CN(CCC1)C1=NC(=NC=C1)C1=CN=C2N1C=C(N=C2)C(F)(F)F